2-((1r,4r)-4-((2-(4-chlorobenzyl)-5-fluoropyrimidin-4-yl)oxy)cyclohexyl)acetic acid ClC1=CC=C(CC2=NC=C(C(=N2)OC2CCC(CC2)CC(=O)O)F)C=C1